5-((E)-(2-hydroxycyclobutenyl)methyl)-2-(5-methyl-3-(((R)-1-methylpiperidin-3-yl)amino)-1,2,4-triazin-6-yl)phenol OC1=C(CC1)CC=1C=CC(=C(C1)O)C1=C(N=C(N=N1)N[C@H]1CN(CCC1)C)C